3-Ethynyl-5-fluoro-1H-indole-2-carbaldehyde C(#C)C1=C(NC2=CC=C(C=C12)F)C=O